(R)-7-bromo-6-fluoro-2,10-dimethyl-9,10-dihydro-8-oxa-2,4,10a-triazanaphtho[2,1,8-cde]Azulene-1(2H)-one BrC1=C(C=C2N=CC=3N(C(N4[C@@H](COC1=C2C34)C)=O)C)F